cis-3-((1H-tetrazol-5-yl)methyl)-N-(2-(difluoromethoxy)-6-methoxypyridin-3-yl)-1-(2-isopropylphenyl)cyclobutane-1-carboxamide N1N=NN=C1CC1CC(C1)(C(=O)NC=1C(=NC(=CC1)OC)OC(F)F)C1=C(C=CC=C1)C(C)C